6-Methoxy-3-methylbenzofuran-2-carboxylic acid COC1=CC2=C(C(=C(O2)C(=O)O)C)C=C1